C(C)OC1=NC(=NC=C1C(=O)NC=1N=CC=2N(C1)C=C(N2)C)N(C2CCNCC2)CC 4-ethoxy-2-(ethyl(piperidin-4-yl)amino)-N-(2-methylimidazo[1,2-a]pyrazin-6-yl)pyrimidine-5-carboxamide